FC1=C(OC[C@H]2CN(CC2)C2=NC(=CC(=N2)C(=O)O)C)C(=CC=C1)C(F)(F)F |r| (±)-2-(3-((2-Fluoro-6-(trifluoromethyl)phenoxy)methyl)pyrrolidin-1-yl)-6-methylpyrimidine-4-carboxylic Acid